N-hexadecanoylleucine C(CCCCCCCCCCCCCCC)(=O)N[C@@H](CC(C)C)C(=O)O